1-methoxycyclobutane-1-carbaldehyde COC1(CCC1)C=O